tert-butyl [(3R,4R,5S)-4-hydroxy-4,5-dimethyl-1-(5-nitro-2,3-dihydrofuro[2,3-b]pyridin-4-yl)piperidin-3-yl]carbamate O[C@]1([C@@H](CN(C[C@@H]1C)C1=C2C(=NC=C1[N+](=O)[O-])OCC2)NC(OC(C)(C)C)=O)C